S(=O)([O-])[O-] sulfit